(S)-tert-butyl (3-(2-(1-(3-(3-carbamoylphenyl)pyridin-2-yl)-2-(3,5-difluorophenyl)ethylamino)-2-oxoethyl)-1H-indol-6-yl)methylcarbamate C(N)(=O)C=1C=C(C=CC1)C=1C(=NC=CC1)[C@H](CC1=CC(=CC(=C1)F)F)NC(CC1=CNC2=CC(=CC=C12)CNC(OC(C)(C)C)=O)=O